INDOL-6-ONE N1=CC=C2C=CC(C=C12)=O